4-chloro-2-(1-methyl-1H-pyrazol-3-yl)benzonitrile ClC1=CC(=C(C#N)C=C1)C1=NN(C=C1)C